N[C@H]1C[C@](NC1)(C(=O)O)CCCCB(O)O (2S,4S)-4-amino-2-(4-boronobutyl)pyrrolidine-2-carboxylic acid